(1-(2-Cyclopropyloxyethyl)-5-ethyl-4-oxo-4,5-dihydro-1H-pyrrolo[3,2-c]pyridin-3-yl)carbamic acid tert-butyl ester C(C)(C)(C)OC(NC1=CN(C2=C1C(N(C=C2)CC)=O)CCOC2CC2)=O